ClC1=CC=C(C=C1)C=1C=C(C(N(N1)C=1C=NN(C1)C)=O)C(=O)O 6-(4-chlorophenyl)-2-(1-methyl-1H-pyrazole-4-yl)-3-oxo-2,3-dihydropyridazine-4-carboxylic acid